1-(6,7-dihydro-5H-benzo[6,7]cyclohepta[1,2-c]pyridazin-3-yl)-N3-((7-pyrrolidin-1-yl)-6,7,8,9-tetrahydro-5H-benzo[7]annulene-2-yl)-1H-1,2,4-triazole-3,5-diamine N1=NC(=CC2=C1C1=C(CCC2)C=CC=C1)N1N=C(N=C1N)NC=1C=CC2=C(CCC(CC2)N2CCCC2)C1